[dimethylamino(triazolo[4,5-b]pyridin-3-yloxy)methylidene]-dimethylazanium Hexafluorophosphate F[P-](F)(F)(F)(F)F.CN(C)C(ON1N=NC=2C1=NC=CC2)=[N+](C)C